triazolene N1=NNCC1